(S)-3-(4-aminophenyl)-2-((tert-butoxycarbonyl)amino)propionic acid NC1=CC=C(C=C1)C[C@@H](C(=O)O)NC(=O)OC(C)(C)C